N1=C(C=CC=C1)C1(CN=CO1)C(=O)[O-] 5-(pyridin-2-yl)-4,5-dihydrooxazole-5-carboxylate